6-iodo-1H-Indazoleid IC1=CC=C2C=N[N-]C2=C1